5-oxo-5-(5-(1-phenyl-1H-pyrazol-4-yl)-3-(3-(4-(trifluoromethylthio)phenyl)ureido)-1H-indol-1-yl)pentanoic acid hydrochloride Cl.O=C(CCCC(=O)O)N1C=C(C2=CC(=CC=C12)C=1C=NN(C1)C1=CC=CC=C1)NC(=O)NC1=CC=C(C=C1)SC(F)(F)F